CC1=C2N(C=3C=CC=CC13)CCC2C2=CNC1=CC=C(C=C21)C(=O)[O-] 3-(9-methyl-2,3-dihydro-1H-pyrrolo[1,2-a]indol-1-yl)-1H-indole-5-carboxylate